BrC1=CC2=C(NC=3N(CC2)N=C(C3C#N)C3=CC=C(C(=O)O)C=C3)C=C1 4-(7-bromo-3-cyano-9,10-dihydro-4H-benzo[d]pyrazolo[1,5-a][1,3]diazepin-2-yl)benzoic acid